2-hydroxyethylterephthalic acid OCCC1=C(C(=O)O)C=CC(=C1)C(=O)O